OC(/C=C/[C@H]1OC[C@@H]2OC3=C(CC[C@@H]21)C=CC(=C3C)C(=O)O)C3(CCC3)OC3=CC=CC=C3 (1R,3aR,10aR)-1-[(1E,3ξ)-3-hydroxy-3-(1-phenoxycyclobutyl)-1-propen-1-yl]-5-methyl-1,3,3a,9,10,10a-hexahydrofuro[3,4-b][1]benzoxepin-6-carboxylic acid